C(C)(C)(C)OC(=O)N1CC2=C(C3=C(N=CN=C3NC3=CC(=C(C=C3)OC=3C=CC4=C(N=CS4)C3)C)S2)CC1 4-((4-(benzo[d]thiazol-5-yloxy)-3-methylphenyl)amino)-5,8-dihydropyrido[4',3':4,5]thieno[2,3-d]pyrimidine-7(6H)-carboxylic acid tert-butyl ester